NC=1C(=C2N(C(=CC=N2)C)C1C1=C(C(=CC=C1C)OC)C)C(=O)N 7-amino-6-(3-methoxy-2,6-dimethylphenyl)-4-methylpyrrolo[1,2-a]pyrimidine-8-carboxamide